CN1C=NC(=C1)C=1C=C(C=CC1NC1=NC=C(C=C1)C(F)(F)F)S(=O)(=O)N 3-(1-methylimidazol-4-yl)-4-[[5-(trifluoromethyl)-2-pyridyl]amino]benzenesulfonamide